C1(=CC(=CC=C1)C[C@@H]1N(CC[C@@H]1NS(=O)(=O)C)C(=O)N(C)OC)C1=CC=CC=C1 (2S,3S)-2-(biphenyl-3-ylmethyl)-N-methoxy-N-methyl-3-((methylsulfonyl)amino)pyrrolidine-1-carboxamide